N-{1-[2-(difluoromethoxy)ethyl]cyclobutyl}-5-(1H-indole-2-carbonyl)-N-methyl-4H,5H,6H,7H-pyrazolo[1,5-a]pyrazine-3-carboxamide FC(OCCC1(CCC1)N(C(=O)C=1C=NN2C1CN(CC2)C(=O)C=2NC1=CC=CC=C1C2)C)F